4-(Ethyl-(quinolin-6-yl)amino)piperidine-1-carboxylic acid tert-butyl ester C(C)(C)(C)OC(=O)N1CCC(CC1)N(C=1C=C2C=CC=NC2=CC1)CC